tert-butyl N-[2-(1,3-thiazol-2-ylamino)ethyl]carbamate S1C(=NC=C1)NCCNC(OC(C)(C)C)=O